NC1=NC=NN2C1=C(N=C2C2CCC(CC2)CO)C2=CC=C(CNC(C1=C(C=CC(=C1)F)OC([2H])([2H])[2H])=O)C=C2 N-(4-(4-amino-7-((1r,4r)-4-(hydroxymethyl)cyclohexyl)imidazo[5,1-f][1,2,4]triazin-5-yl)benzyl)-5-fluoro-2-(methoxy-d3)benzamide